IC1=C(OCCSCC2=NNC(N2)=O)C(=CC=C1)I 3-[(2,6-Diiodophenoxyethylsulfanyl)methyl]-1H-1,2,4-triazol-5(4H)-one